2-(3,4-dimethoxyphenyl)-4-fluoro-6-(r-isobutyl-[1,4'-bipiperidin]-4-yl)-1H-benzo[d]imidazole COC=1C=C(C=CC1OC)C1=NC2=C(N1)C=C(C=C2F)C2C[C@H](N(CC2)C2CCNCC2)CC(C)C